4-bromo-2-(chloromethyl)-1H-pyrrolo[2,3-c]pyridine hydrochloride Cl.BrC1=C2C(=CN=C1)NC(=C2)CCl